C(=O)(OC)CCSC[C@H](N)C(=O)O S-(2-(carbomethoxy)ethyl)-L-cysteine